C(#N)C(C(=O)NC(OCC)=O)=NNC1=CC(=C(C(=C1)C)OC=1C=C2C3(C(NC2=CC1)=O)CCCC3)C ethyl (2-cyano-2-(2-(3,5-dimethyl-4-((2'-oxospiro[cyclopentane-1,3'-indolin]-5'-yl)oxy)phenyl)hydrazineylidene)acetyl)carbamate